2-[[4-[2,3-difluoro-4-(4,4,5,5-tetramethyl-1,3,2-dioxaborolan-2-yl)phenyl]-3-phenyl-pyrazol-1-yl]methoxy]ethyl-trimethyl-silane FC1=C(C=CC(=C1F)B1OC(C(O1)(C)C)(C)C)C=1C(=NN(C1)COCC[Si](C)(C)C)C1=CC=CC=C1